ClC1=C(C(=NC=C1)C)S(=O)(=O)Cl chloro-2-methylpyridine-3-sulfonyl chloride